FC=1C=C(C=CC1F)C1CCNC(O1)=O 6-(3,4-difluorophenyl)-1,3-oxazinan-2-one